2-bromophenyl ethyl-4-methylbenzenesulfonate C(C)C1=C(C=CC(=C1)C)S(=O)(=O)OC1=C(C=CC=C1)Br